FC=1C=C2C(C(=CN(C2=CC1N1[C@H](CCC1)COC1=NC=CC=C1C)C1=NC=CN=C1)C(=O)O)=O (R)-6-fluoro-7-(2-(((3-methylpyridin-2-yl)oxy)methyl)pyrrolidin-1-yl)-4-oxo-1-(pyrazin-2-yl)-1,4-dihydroquinoline-3-carboxylic acid